N-(2-bromoethyl)-N,N-dimethyl-2,3-bis(9-octadecenyloxy)-propylammonium bromide [Br-].BrCC[N+](C)(C)CC(COCCCCCCCCC=CCCCCCCCC)OCCCCCCCCC=CCCCCCCCC